P(=O)([O-])([O-])[O-].[Na+].[Na+].[Na+] trisodium phosphate salt